[Si](C1=CC=CC=C1)(C1=CC=CC=C1)(C(C)(C)C)OC[C@H]1[C@H](C([C@@H](O1)N1C(N=C(C=C1)NP1(OCCC(O1)C1=CC=NC=C1)=O)=O)(F)F)O |&1:19| 1-((2R,4R,SR)-5-(((tert-butyldiphenylsilyl)oxy)methyl)-3,3-difluoro-4-hydroxytetrahydrofuran-2-yl)-4-((2-oxido-4-(pyridin-4-yl)-1,3,2-dioxaphosphinan-2-yl)amino)pyrimidin-2(1H)-one